8-(5-methylthiazol-2-yl)-3-oxo-4-((tetrahydrofuran-2-yl)methyl)-3,4-dihydro-2H-benzo[b][1,4]oxazine-6-carboxylic acid CC1=CN=C(S1)C1=CC(=CC2=C1OCC(N2CC2OCCC2)=O)C(=O)O